ClC1=NC=C2C=C(N(C(C2=C1)=O)C)C1=C(C(=CC(=C1Cl)OC)OC)Cl 7-chloro-3-(2,6-dichloro-3,5-dimethoxyphenyl)-2-methyl-2,6-naphthyridin-1(2H)-one